2-(1-(benzyloxycarbonyl)pyrrolidin-3-yl)-2-hydroxyacetic acid C(C1=CC=CC=C1)OC(=O)N1CC(CC1)C(C(=O)O)O